COC(CC1=CC(=C(C(=C1)O)O)Br)=O.FC1=C(C=CC=C1OC)C=1CN(CN(C1C)CC1=C(C=CC=C1C(F)(F)F)F)CC(C1=CC=CC=C1)=O 5-(2-fluoro-3-methoxyphenyl)-1-(2-fluoro-6-(trifluoromethyl)benzyl)-6-methyl-3-(2-oxo-2-phenylethyl)pyrimidine Methyl-2-(3-bromo-4,5-dihydroxyphenyl)acetate